BrC1(C(O[C@@H]([C@H]1O)CO[Si](C)(C)C(C)(C)C)=O)C (4R,5R)-3-bromo-5-(((tert-butyldimethylsilyl)oxy)methyl)-4-hydroxy-3-methyl-dihydrofuran-2(3H)-one